C(C(=O)C)(=O)O.N1=CC=CC(=C1)C1N(C)CCC1 nicotine mono-pyruvate